OC1=C(C=CC(=C1N)O)N 2,4-dihydroxy-m-phenylenediamine